C(C)(C)(C)OC(=O)N1CCC(CC1)C=1C=C2C(=C(N(C2=CC1)C(=O)OC(C)Cl)C=1C(=C(C=2N(C1)N=CN2)C)C)C(C)C 1-chloroethyl 5-(1-(tert-butoxycarbonyl)piperidin-4-yl)-2-(7,8-dimethyl-[1,2,4]triazolo[1,5-a]pyridin-6-yl)-3-isopropyl-1H-indole-1-carboxylate